6-(methoxymethoxy)-2,7-dimethyl-5-(4,4,5,5-tetra-methyl-1,3,2-dioxaborolan-2-yl)-2H-indazole COCOC=1C(=CC2=CN(N=C2C1C)C)B1OC(C(O1)(C)C)(C)C